2-(4-chloro-3-fluorophenoxy)-N-(3-{2-[4-(2-hydroxypropan-2-yl)phenoxy]acetylamino}bicyclo[1.1.1]pentan-1-yl)acetamide ClC1=C(C=C(OCC(=O)NC23CC(C2)(C3)NC(COC3=CC=C(C=C3)C(C)(C)O)=O)C=C1)F